ClCCCOC(=O)Cl Chloropropylchloroformate